4-({[5-(2-Chloro-5-methoxyphenyl)-1,3-oxazol-2-yl]methyl}sulfanyl)-6-(difluoromethyl)-1,3,5-triazin-2-amine ClC1=C(C=C(C=C1)OC)C1=CN=C(O1)CSC1=NC(=NC(=N1)C(F)F)N